ClC=1C=C(C(=NC1C(=O)O)C=1C(=NC(=CC1)C(F)(F)F)OC)F 5-Chloro-3-fluoro-2'-methoxy-6'-(trifluoromethyl)-[2,3'-bipyridine]-6-carboxylic acid